FC(C1=C(C=C(C=C1)C(F)(F)F)NC(=O)[C@@H]1[C@]2(C)[C@@H](CC1)[C@@H]1CC[C@H]3NC(C=C[C@]3(C)[C@H]1CC2)=O)(F)F (5α,17β)-N-[2,5-bis(trifluoromethyl)phenyl]-3-oxo-4-azaandrost-1-ene-17-carboxamide